BrC1=C(C=C2C(=C(C=NC2=C1F)[N+](=O)[O-])NC1CCN(CC1)C(=O)OC(C)(C)C)Cl tert-butyl 4-((7-bromo-6-chloro-8-fluoro-3-nitroquinolin-4-yl)amino)-piperidine-1-carboxylate